N-ETHYL-3-(2-FORMYL-4-METHOXYPHENOXY)PROPANAMIDE C(C)NC(CCOC1=C(C=C(C=C1)OC)C=O)=O